N-butylidene-3-(triethoxysilyl)-1-propylamine C(CCC)=NCCC[Si](OCC)(OCC)OCC